2-(2-chloro-3'-(7-cyano-5-formylbenzo[d]oxazol-2-yl)-2'-methylbiphenyl-3-yl)-4,5-dihydro-2H-pyrazolo[3,4-c]pyridine-6(7H)-carboxylic acid tert-butyl ester C(C)(C)(C)OC(=O)N1CC=2C(CC1)=CN(N2)C=2C(=C(C=CC2)C2=C(C(=CC=C2)C=2OC1=C(N2)C=C(C=C1C#N)C=O)C)Cl